S(CCC(=O)OCCCCCCCCCCCCCCCCCC)CCC(=O)OCCCCCCCCCCCCCCCCCC bisoctadecyl 3,3'-thiodipropionate